C(C1=CC=CC=C1)C1=C(SC=2N3C([C@@H](OCC21)C)=NN=C3C)Br (S)-3-benzyl-2-bromo-6,9-dimethyl-4H,6H-thieno[2,3-e][1,2,4]triazolo[3,4-c][1,4]oxazepine